ClC=1C(N(C(=CC1OCC1=NC=C(C=C1F)F)C)C1=CC(=NC=C1C)C=1N=C(SC1)C(C(=O)NC)(C)C)=O 2-(4-(3-Chloro-4-((3,5-difluoropyridin-2-yl)methoxy)-5',6-dimethyl-2-oxo-2H-[1,4'-bipyridin]-2'-yl)thiazol-2-yl)-N,2-dimethylpropionamide